3-(piperazine-1-carbonyl)cyclopentane-1-carboxamide N1(CCNCC1)C(=O)C1CC(CC1)C(=O)N